3-(2-Imino-3-methyl-8-(m-tolyl)-2,3-dihydro-1H-imidazo[4,5-c]quinolin-1-yl)-4-methylbenzonitrile N=C1N(C2=C(C=NC=3C=CC(=CC23)C=2C=C(C=CC2)C)N1C)C=1C=C(C#N)C=CC1C